5-(1-(fluoromethyl)-1H-pyrazol-4-yl)phenol FCN1N=CC(=C1)C=1C=CC=C(C1)O